C(=O)(OC(C)(C)C)N[C@@H]1CC[C@H](CC1)C=O trans-4-(Boc-amino)cyclohexanecarboxaldehyde